N-((6-cyanopyridazin-3-yl)methyl)-N-(3-(trifluoromethyl)phenyl)tetrahydro-2H-thiopyran-4-carboxamide 1,1-dioxide C(#N)C1=CC=C(N=N1)CN(C(=O)C1CCS(CC1)(=O)=O)C1=CC(=CC=C1)C(F)(F)F